diaminoplatinum N[Pt]N